C(#N)C1=CC=C(C(=O)NC=2C=C(C(=O)NCC3=C(C=CC=C3)CN(CC)CC)C=CC2)C=C1 3-(4-cyanobenzamido)-N-(2-((diethylamino)methyl)benzyl)benzamide